1-methyldimethoxysilylethyldimethylsilyl-3-(diethylamino)(methyldiethoxysilylpropylamino)methylsilylethyldimethylsilylbenzene C[Si](C(C)C=1C(=C(C(=C(C1)[SiH](C)C)CC[SiH2]CNCCC[Si](OCC)(OCC)C)N(CC)CC)[SiH](C)C)(OC)OC